P([O-])([O-])=O.[NH4+].[NH4+] ammonium phosphonic acid salt